3-(1,1-difluoropropan-2-yl)pyrrolidine-HCl salt Cl.FC(C(C)C1CNCC1)F